ammonium manganous oxalate C(C(=O)[O-])(=O)[O-].[Mn+2].[NH4+]